2-((((8-formyl-2-oxo-2H-benzopyran-7-yl) oxy) methyl) phenyl)-3-methoxypropenoate C(=O)C1=C(C=CC=2C=CC(OC21)=O)OCC2=C(C=CC=C2)C(C(=O)[O-])=COC